C(C)(C)C=1C(=NNC1C=1C=C(C=2N(C1)N=CN2)C)C(=O)NC2CCC(CC2)NCC=2C=NC=NC2 4-isopropyl-5-(8-methyl-[1,2,4]triazolo[1,5-a]pyridin-6-yl)-N-((1s,4s)-4-((pyrimidin-5-ylmethyl)amino)cyclohexyl)-1H-pyrazole-3-carboxamide